P(OCCCCCCCCCCCCC)(OCCCCCCCCCCCCC)OCCCCCCCCCCCCC tri(tridecyl) phosphite